OC[C@H]1O[C@@H]([C@@H]([C@H]([C@H]1O)N1N=NC(=C1)C1=C(C(=C(C=C1)F)F)F)OC)CC1=CC(=NO1)C(C)(C)O (2R,3R,4S,5R,6R)-2-(hydroxymethyl)-6-((3-(2-hydroxy-propan-2-yl)isoxazol-5-yl)methyl)-5-methoxy-4-(4-(2,3,4-trifluorophenyl)-1H-1,2,3-triazol-1-yl)tetrahydro-2H-pyran-3-ol